C1(=CC=CC=C1)CS(=O)(=O)NC(CC1=CC=C(C=C1)NS(O)(=O)=O)C=1N=C(SC1)C=1SC=CC1 {4-(S)-[2-phenylmethanesulfonamido-2-(2-thiophen-2-ylthiazol-4-yl)ethyl]Phenyl}sulfamic acid